NC(C(=O)O)CC(C(F)(F)F)C 2-amino-5,5,5-trifluoro-4-methylpentanoic acid